sodium formyl-lauroyl-lysine C(=O)N([C@@H](CCCCN)C(=O)O)C(CCCCCCCCCCC)=O.[Na]